C(C)(C)C=1C=2N(C=CC1)N=C(C2)[C@H]2N(CCC1=C2N=CN1)C1=NC=C(C=C1)C(F)(F)F (S)-4-(4-isopropylpyrazolo[1,5-a]pyridin-2-yl)-5-(5-(trifluoromethyl)pyridin-2-yl)-4,5,6,7-tetrahydro-1H-imidazo[4,5-c]pyridine